(rac)-trans-6-Chloro-N-(5-fluoropiperidin-3-yl)pyridazin-3-amine ClC1=CC=C(N=N1)N[C@@H]1CNC[C@H](C1)F |r|